SC1C(CCC1)O 2-mercaptocyclopentane-1-ol